2-methylene-4,8,8-trimethyl-4-vinylbicyclononane C=C1C(CC(CCCC(C1)(C=C)C)(C)C)C1CCCCCCCC1